ClC1=CN=C(C=C1C(=O)O)N1S(CCC1)(=O)=O 5-chloro-2-(1,1-dioxidoisothiazolidin-2-yl)isonicotinic acid